C(C)(C)(C)OC(=O)[C@@](N)(CC(N)=O)C(=O)O 2-(tert-butoxycarbonyl)-D-asparagine